5α-androst-1-ene-3,17-dione C[C@@]12C(CC[C@H]1[C@@H]1CC[C@H]3CC(C=C[C@]3(C)[C@H]1CC2)=O)=O